3-Methyl-5-(N-(2-(4-(4-methylbenzoyl)piperazin-1-yl)phenyl)-N-phenethylsulfamoyl)benzofuran CC1=COC2=C1C=C(C=C2)S(N(CCC2=CC=CC=C2)C2=C(C=CC=C2)N2CCN(CC2)C(C2=CC=C(C=C2)C)=O)(=O)=O